ClC1=CC=C(C[N+]2=C3N(C(C(=C2)C=2C(=NOC2C)C)=O)C=CC=C3)C=C1 1-(4-chlorobenzyl)-3-(3,5-dimethylisoxazol-4-yl)-4-oxo-4H-pyrido[1,2-a]pyrimidinium